(2S)-2-(chloroacetylcarbamoylhydroxymethyl)pyrrolidine-1-carboxylic acid ClCC(=O)NC(=O)C([C@H]1N(CCC1)C(=O)O)O